CN1C=NC2=NC=CC(=C21)C(F)(F)F 1-Methyl-7-(trifluoromethyl)-1H-imidazo[4,5-b]pyridine